BrN1C(C2(C3=CC(=CC=C13)C(CCl)=O)CCCC2)=O bromo-5'-(2-chloroacetyl)spiro[cyclopentane-1,3'-indoline]-2'-one